tripyrrolidinylphosphonium bromide hexafluoroPhosphate F[P-](F)(F)(F)(F)F.[Br-].N1(CCCC1)[PH+](N1CCCC1)N1CCCC1.N1(CCCC1)[PH+](N1CCCC1)N1CCCC1